4-n-propylcyclohexane-1,2-dicarboxylic acid aluminum [Al].C(CC)C1CC(C(CC1)C(=O)O)C(=O)O